(5-(4-(4-cyanophenyl)piperidine-1-carbonyl)-2-cyclobutylphenyl)-6,7-dihydro-3H-imidazo[4,5-c]pyridine-5(4H)-carboxylic acid ethyl ester C(C)OC(=O)N1CC2=C(CC1)N=C(N2)C2=C(C=CC(=C2)C(=O)N2CCC(CC2)C2=CC=C(C=C2)C#N)C2CCC2